COC=1C=C(OC2=CC=C(C=N2)N2C(NC3=NC=CC=C32)=O)C=CC1C 1-[6-(3-methoxy-4-methyl-phenoxy)-3-pyridinyl]-3H-imidazo[4,5-b]pyridin-2-one